N-cyclopropyl-2-[1-[(3,4-difluorophenyl)methyl]-5-oxopyrrolidin-2-yl]acetamid C1(CC1)NC(CC1N(C(CC1)=O)CC1=CC(=C(C=C1)F)F)=O